7-methyl-N-(7-((4-methylpiperazin-1-yl)methyl)naphthalen-2-yl)-1H-indole CC=1C=CC=C2C=CN(C12)C1=CC2=CC(=CC=C2C=C1)CN1CCN(CC1)C